FC1(CC(C1)OC1=C(C=C(C=C1)C(F)F)NC(=O)N1C[C@](CC1)(C1=NC=NS1)C1=CC(=C(C=C1)C)F)F (R)-N-(2-(3,3-difluorocyclobutoxy)-5-(difluoromethyl)phenyl)-3-(3-fluoro-4-methylphenyl)-3-(1,2,4-thiadiazol-5-yl)pyrrolidine-1-carboxamide